ClC1=C(C=C(OCC(=O)NNC(=O)[C@@H]2CC[C@H](CC2)NC(OC(C)(C)C)=O)C=C1)F trans-tert-butyl (4-(2-(2-(4-chloro-3-fluorophenoxy)acetyl)hydrazinecarbonyl)cyclohexyl)carbamate